NC=1C(=C2C=NN(C2=CC1)C)CC(=O)OC(C)(C)C tert-butyl 2-(5-amino-1-methyl-indazol-4-yl)acetate